FC1=C(O[P@@](=O)(OC2=CC=CC=C2)N[C@@H](C)C(=O)OCC(C)C)C(=C(C(=C1F)F)F)F ISOBUTYL ((S)-(PERFLUOROPHENOXY)(PHENOXY)PHOSPHORYL)-L-ALANINATE